BrC1=CC(=CC2=C1N(C(CO2)=O)C2CN(C1(CCC1)C2)S(=O)(=O)C(C)(C)C)Cl 5-bromo-4-(5-tert-butylsulfonyl-5-azaspiro[3.4]octan-7-yl)-7-chloro-1,4-benzoxazin-3-one